ClC1=C(C=CC(=C1)F)C1=CC(OC2=NC(=CC=C21)N(CC(=O)NC)C)=O 2-((4-(2-chloro-4-fluorophenyl)-2-oxo-2H-pyrano[2,3-b]pyridin-7-yl)(methyl)amino)-N-methylacetamide